10-(1-((4-(((tert-butyldimethylsilyl)oxy)methyl)bicyclo[2.2.1]heptan-1-yl)methyl)piperidin-4-yl)-4-chloro-7,7-dimethylindolo[1,2-a]quinazolin-5(7H)-one [Si](C)(C)(C(C)(C)C)OCC12CCC(CC1)(C2)CN2CCC(CC2)C2=CC=C1C(C=3N(C=4C=CC=C(C4C(N3)=O)Cl)C1=C2)(C)C